C(#N)C1=C(N(N=C1C1=CC=C(C=C1)CC(=O)NC1=NOC(=C1)C1CC(C1)(C)C)C(C)C)NC(OC(C)(C)C)=O tert-Butyl N-[4-cyano-5-[4-[2-[[5-(3,3-dimethylcyclobutyl) isoxazol-3-yl]amino]-2-oxo-ethyl]phenyl]-2-isopropyl-pyrazol-3-yl]carbamate